6-(4-trifluoromethylbenzyl)-5-oxo-1,4,5,6-tetrahydropyrido[3,4-C][1,8]naphthyridine-3(2H)-carboxylic acid tert-butyl ester C(C)(C)(C)OC(=O)N1CC=2C(N(C=3N=CC=CC3C2CC1)CC1=CC=C(C=C1)C(F)(F)F)=O